(E)-N-(7-(2-(4,4-difluoro-cyclohexyl)vinyl)-2,3-dihydrobenzofuran-5-yl)-acrylamide FC1(CCC(CC1)/C=C/C1=CC(=CC=2CCOC21)NC(C=C)=O)F